FC(C(=O)O)(F)F.ClC=1C=C(C=CC1)C1=C(NC=2C1=NC=CC2)C2=C(C=NC=C2)OCCNC 2-({4-[3-(3-chlorophenyl)-1H-pyrrolo[3,2-b]pyridin-2-yl]pyridin-3-yl}oxy)-N-methylethanamine trifluoroacetate